C1(=CC=CC=C1)C1=NC(=NC(=N1)C1=CC=CC=C1)C1=C(C=CC=C1)C1=C(C(=NC(=C1C1=C(C=CC=C1)C)C1=CC=C(C=C1)N1C2=CC=C(C=C2C=2C=C(C=CC12)C)C)C1=CC=C(C=C1)N1C2=CC=C(C=C2C=2C=C(C=CC12)C)C)C1=CC=C(C=C1)N1C2=CC=C(C=C2C=2C=C(C=CC12)C)C 9,9',9''-((4-(2-(4,6-diphenyl-1,3,5-triazin-2-yl)phenyl)-5-(o-tolyl)pyridine-2,3,6-triyl)tris(benzene-4,1-diyl))tris(3,6-dimethyl-9H-carbazole)